BrC1=CC=2N(C=C1)N=CC2C(=O)NCC2CC(C2)(F)F 5-Bromo-N-((3,3-difluorocyclobutyl)methyl)pyrazolo[1,5-a]pyridine-3-carboxamide